ClC1=NC=C(C(=N1)N[C@@H]1CC[C@@H](CC1)O)C(=O)O 2-chloro-4-[(cis-4-hydroxycyclohexyl)amino]pyrimidine-5-carboxylic acid